(Ra)-6-(5-Chloro-1-(4-(2-methoxypyridin-4-yl)benzyl)-1H-indazol-7-carboxamido)spiro-[3.3]heptan ClC=1C=C2C=NN(C2=C(C1)C(=O)NC1CC2(CCC2)C1)CC1=CC=C(C=C1)C1=CC(=NC=C1)OC